2,2-difluoro-5-nitro-1,3-benzodioxole FC1(OC2=C(O1)C=CC(=C2)[N+](=O)[O-])F